3,4-disulfanyl-butane-1,2-diol SC(C(CO)O)CS